C(C)(C)(C)OC(=O)NC1CNCC1 3-(tert-butoxycarbonylamino)pyrrolidine